rac-3-(5-methoxypiperidin-3-yl)-5-(piperidin-1-ylmethyl)-5,6-dihydro-1,4,2-dioxazine COC1CC(CNC1)C1=NOCC(O1)CN1CCCCC1